(S)-methyl 2-((6-((4-cyano-2-fluorobenzyl) thio)-5-fluoro-3',6'-dihydro-[2,4'-bipyridine]-1'(2'H)-yl) methyl)-1-(oxetan-2-ylmethyl)-1H-benzo[d]imidazole-6-carboxylate C(#N)C1=CC(=C(CSC2=C(C=CC(=N2)C=2CCN(CC2)CC2=NC3=C(N2C[C@H]2OCC2)C=C(C=C3)C(=O)OC)F)C=C1)F